ClC=1C=NC(=NC1)N1CCC(CC1)CCCOC1=CC(=C(C(=C1)F)C1=NOC(=N1)C(C)C)F 3-(4-(3-(1-(5-chloropyrimidin-2-yl)piperidin-4-yl)propoxy)-2,6-difluorophenyl)-5-isopropyl-1,2,4-oxadiazole